6-(4-(5-(3-fluoro-4-methylphenyl)-7,7-dimethyl-6,7-dihydro-5H-pyrrolo[2,3-b]pyrazine-2-carbonyl)-3,3-dimethylpiperazin-1-yl)-2,4-dimethylnicotinic acid FC=1C=C(C=CC1C)N1CC(C=2C1=NC=C(N2)C(=O)N2C(CN(CC2)C2=NC(=C(C(=O)O)C(=C2)C)C)(C)C)(C)C